trans-4-(benzoylmethylamino)cyclohexylmethylsulphonic acid sodium salt [Na+].C(C1=CC=CC=C1)(=O)N([C@@H]1CC[C@H](CC1)CS(=O)(=O)[O-])C